The molecule is a phenolate anion obtained by deprotonation of the 5-OH group of nogalaviketone. It is the major microspecies at pH 7.3 (according to Marvin v 6.2.0.). It is a conjugate base of a nogalaviketone. C[C@@]1(CC(=O)C2=C(C3=C(C=C2[C@H]1C(=O)OC)C(=O)C4=C(C3=O)C(=CC=C4)O)[O-])O